NC([C@H](C[C@H]1C(NCC1)=O)NC(=O)[C@@H]1[C@H]2C([C@H]2CN1C([C@@H](NC(NC)=O)C(C)(C)C)=O)(C)C)=O (1R,2S,5S)-N-{(2S)-1-amino-1-oxo-3-[(3S)-2-oxopyrrolidin-3-yl]propan-2-yl}-6,6-dimethyl-3-[3-methyl-N-(methylcarbamoyl)-L-valyl]-3-azabicyclo[3.1.0]hexane-2-carboxamide